4-(3-methylthiophen-2-yl)-2-(morpholin-4-yl)-8-(1H-pyrazol-5-yl)-1,7-naphthyridine CC1=C(SC=C1)C1=CC(=NC2=C(N=CC=C12)C1=CC=NN1)N1CCOCC1